BrC=1C(=NC(=NC1)NC1=C(C=C(C(=C1)C=1C=NN(C1)C)N1CCNCC1)OC)NC1=C(C=C(C=C1)C)P(C)(C)=O (2-((5-bromo-2-((2-methoxy-5-(1-methyl-1H-pyrazol-4-yl)-4-(piperazine-1-yl)phenyl)amino)pyrimidin-4-yl)amino)-5-methylphenyl)dimethylphosphine oxide